2-(2,6-difluorophenyl)-N,N-dimethylacetamidine FC1=C(C(=CC=C1)F)CC(=N)N(C)C